phosphomethoxyphenol P(=O)(=O)COC1=C(C=CC=C1)O